(1s,3s)-3-((6-(4-(((4-isopropyl-1,3,5-triazin-2-yl)amino)methyl)-3-methylisoxazol-5-yl)-2-methylpyridin-3-yl)oxy)cyclohexane-1-carboxylic acid C(C)(C)C1=NC(=NC=N1)NCC=1C(=NOC1C1=CC=C(C(=N1)C)O[C@@H]1C[C@H](CCC1)C(=O)O)C